CN(C)CC1(CC1)COC1=NC2=C(C(=CC=C2C(=N1)N1CCCCC1)B(O)O)F (2-((1-((dimethylamino)methyl)cyclopropyl)methoxy)-8-fluoro-4-(piperidin-1-yl)quinazolin-7-yl)boronic acid